2-(N-hydroxyethylamino)ethylamine OCCNCCN